8-(2,4-dimethoxyphenyl)-1H-phenalen-1-one COC1=C(C=CC(=C1)OC)C=1C=C2C=CC=C3C=CC(C(C1)=C32)=O